fluoro-N-(3-fluoro-4-(4-methylpiperazin-1-yl)phenyl)-4-(1-(1-propylpiperidin-4-yl)-1H-pyrazol-4-yl)pyrimidin-2-amine FC=1C(=NC(=NC1)NC1=CC(=C(C=C1)N1CCN(CC1)C)F)C=1C=NN(C1)C1CCN(CC1)CCC